N[C@H]1CS(C2=C(N(C1=O)CC1=CC=C(C=C1)Cl)C=C(C(=C2)F)C2=NC(=NO2)CC)(=O)=O (3R)-3-Amino-5-[(4-chlorophenyl)methyl]-7-(3-ethyl-1,2,4-oxadiazol-5-yl)-8-fluoro-1,1-dioxo-2,3-dihydro-1λ6,5-benzothiazepin-4-one